C1(=CCC(=CC1)C(C)C)C 1,4-para-menthadiene